n-ethyl-5,5-difluoro-1-(3-methyl-6-((4-(trifluoromethoxy)pyridin-2-yl)amino)pyridine-2-carbonyl)piperidine-2-carboxamide C(C)NC(=O)C1N(CC(CC1)(F)F)C(=O)C1=NC(=CC=C1C)NC1=NC=CC(=C1)OC(F)(F)F